OCCC#CC1=C2CN(C(C2=CC=C1)=O)C1C(NC(CC1)=O)=O 3-(4-(4-hydroxybut-1-yn-1-yl)-1-oxoisoindolin-2-yl)piperidine-2,6-dione